(4-(3-(1,1-dioxidotetrahydro-2H-thiopyran-4-yl)-2-oxo-7-(trifluoro-methyl)indolin-3-yl)phenyl)boronic acid O=S1(CCC(CC1)C1(C(NC2=C(C=CC=C12)C(F)(F)F)=O)C1=CC=C(C=C1)B(O)O)=O